6-chloro-5-cyanopyrazin-2-yl-2-methylpiperazine-1-carboxylate ClC1=C(N=CC(=N1)OC(=O)N1C(CNCC1)C)C#N